tert-butyl 4-(methanesulfonyloxy)cyclohexane-1-carboxylate CS(=O)(=O)OC1CCC(CC1)C(=O)OC(C)(C)C